C(C)NC(=O)C1=CC2=C(N(C(=N2)NC=2SC3=C(N2)C=CC(=C3)OC(F)(F)F)C)C=C1 1-Methyl-2-(6-trifluoromethoxy-benzothiazol-2-ylamino)-1H-benzoimidazole-5-carboxylic acid ethylamide